CN(C)CC=1C=C(C=CC1N1CCOCC1)NC1=NC=C(C2=C1C(NC2)=O)C2=C1C(=NC=C2)N(C=C1)C 4-((3-((dimethylamino)methyl)-4-morpholinophenyl)amino)-7-(1-methyl-1H-pyrrolo[2,3-b]pyridin-4-yl)-1,2-dihydro-3H-pyrrolo[3,4-c]pyridin-3-one